C(C)(C)(C)OC(C(CCC(N)=O)N1C(C2=CC=CC(=C2C1)OCC1=CC=C(C=C1)CN1CCS(CC1)(=O)=O)=O)=O 4-carbamoyl-2-{4-[4-(1,1-dioxo-1-thiomorpholin-4-ylmethyl)-benzyloxy]-1-oxo-1,3-dihydro-isoindol-2-yl}-butyric acid tert-butyl ester